((2R,3S,5R)-5-(4-amino-2-chloro-7H-pyrrolo[2,3-d]pyrimidin-7-yl)-2-ethynyl-3-(((hexyloxy)carbonyl)oxy)tetrahydrofuran-2-yl)methylbenzyl carbonate C(OC(C1=CC=CC=C1)C[C@@]1(O[C@H](C[C@@H]1OC(=O)OCCCCCC)N1C=CC2=C1N=C(N=C2N)Cl)C#C)([O-])=O